C(C)(C)N1N=C(C=2C=NC(=CC21)NC2=NC(=NC=C2)N2CCC(CC2)OC)N2CCC(CC2)N(C)CC=2C=C1CN(C(C1=CC2)=O)C2CNCCC2 3-(5-(((1-(1-isopropyl-6-((2-(4-methoxypiperidin-1-yl)pyrimidin-4-yl)amino)-1H-Pyrazolo[4,3-c]pyridin-3-yl)piperidin-4-yl)(methyl)amino)methyl)-1-oxoisoindoline-2-yl)piperidine